O.O.C(CC(O)(C(=O)[O-])CC(=O)[O-])(=O)[O-].[Na+].[Na+].[Na+] tri-Sodium Citrate-Dihydrate